1-(4-methoxybenzyl)-1H-1,2,3-triazole-5-carbaldehyde COC1=CC=C(CN2N=NC=C2C=O)C=C1